N2-(2-phenyl[1,2,4]triazolo[1,5-c]quinazolin-5-yl)-D-valinamide C1(=CC=CC=C1)C1=NN2C(=NC=3C=CC=CC3C2=N1)N[C@H](C(C)C)C(=O)N